3-(2-(5-((4-chloropyridin-2-yl)amino)pentanoylamino)acetylamino)propanoic acid ClC1=CC(=NC=C1)NCCCCC(=O)NCC(=O)NCCC(=O)O